COC1=CC=C(C(=O)N[C@H]2C[C@H](CCC2)NC2=CC(=NC3=CC(=CC=C23)C)C(F)(F)F)C=C1 4-methoxy-N-[(1R,3S)-3-[[7-methyl-2-(trifluoromethyl)-4-quinolinyl]amino]cyclohexyl]benzamide